COC1=NC=CC(=C1N1CCC(CC1)N1C(N(C=2C(C1)=CN(N2)C)CC2=C(C=CC=C2)C(F)(F)F)=O)C 5-(2'-Methoxy-4'-methyl-3,4,5,6-tetrahydro-2H-[1,3']bipyridinyl-4-yl)-2-methyl-7-(2-trifluoromethyl-benzyl)-2,4,5,7-tetrahydro-pyrazolo[3,4-d]pyrimidin-6-on